((1S,2R,4R)-2-methyl-2-(5-methylpyridin-2-yl)bicyclo[2.1.1]hexan-1-yl)(naphthalen-2-yl)methanone C[C@@]1(C2(CC(C1)C2)C(=O)C2=CC1=CC=CC=C1C=C2)C2=NC=C(C=C2)C